N[C@H]1C[C@H](CC[C@@H]1N)C(=O)N[C@@H]1B(OC2=C(C1)C=CC=C2C(=O)O)O (3R)-3-[[(1S,3S,4S)-3,4-diaminocyclohexanecarbonyl]amino]-2-hydroxy-3,4-dihydro-1,2-benzoxaborinine-8-carboxylic acid